2,6-dimethylimidazo[1,2-a]pyridine-3-carboxylic acid CC=1N=C2N(C=C(C=C2)C)C1C(=O)O